sulfur copper zinc sulfide [S-2].[Zn+2].[Cu+2].[S+2].[S-2].[S-2]